O1COC2=C1C=CC(=C2)OC[C@@H](CC(C)(C)C)O (R)-1-(benzo[d][1,3]dioxol-5-yloxy)-4,4-dimethylpentan-2-ol